(1R-2R)-N-(7-methyl-6-(1-((R)-3-methyltetrahydrofuran-3-yl)piperidin-4-yl)isoquinolin-3-yl)-2-(pyridin-2-yl)cyclopropane-1-carboxamide CC1=C(C=C2C=C(N=CC2=C1)NC(=O)[C@H]1[C@@H](C1)C1=NC=CC=C1)C1CCN(CC1)[C@]1(COCC1)C